ClC1=C(C=2C(=C3N(CCN(C3)C(CCOCC3NCC3)=O)C2N=C1)C)Cl 2-((3-(3,4-dichloro-5-methyl-8,9-dihydropyrido[3',2':4,5]pyrrolo[1,2-a]pyrazin-7(6H)-yl)-3-oxopropoxy)methyl)azetidin